(S)-N'-((1,2,3,5,6,7-hexahydro-s-indacen-4-yl)carbamoyl)-4-(2-hydroxypropan-2-yl)-3-methyl-benzenesulfonimidamide C1CCC2=C(C=3CCCC3C=C12)NC(=O)N=[S@@](=O)(N)C1=CC(=C(C=C1)C(C)(C)O)C